COCOC1=C(C=CC=C1)C1=CC(=C(N=N1)N)N1CCC2(CNCCO2)CC1 6-(2-(methoxymethoxy)phenyl)-4-(1-oxa-4,9-diazaspiro[5.5]undecan-9-yl)pyridazin-3-amine